ClC1=CC=NC2=CC(=CC=C12)C(F)(F)F 4-chloro-7-(trifluoromethyl)quinoline